ClC=1C(=NC=CC1C1=C(C(=CC=C1)C1=NC(=C(C=C1)CNC[C@@H](C)O)OC)Cl)C=1C=C2CCN(CC2=C(C1)OC)CCC(=O)O (R)-3-(6-(3-chloro-4-(2-chloro-3-(5-(((2-hydroxypropyl)amino)methyl)-6-methoxypyridin-2-yl)phenyl)pyridin-2-yl)-8-methoxy-3,4-dihydroisoquinolin-2(1H)-yl)propanoic acid